FC=1C=CC(=C(C1)C1CCN(CC1)[C@@H]1COC2(CN(C2)C=2OC=NN2)C1)O[C@H]1COCCC1 (S)-7-(4-(5-fluoro-2-(((R)-tetrahydro-2H-pyran-3-yl)oxy)phenyl)piperidin-1-yl)-2-(1,3,4-oxadiazol-2-yl)-5-oxa-2-azaspiro[3.4]octane